C(C)N1C(NC2=C(C(=CC=C2C1=S)CN1CCN(CC1)C=1C=CC(=NC1)C(=O)NC)F)=O 5-(4-((3-ethyl-8-fluoro-2-oxo-4-thioxo-1,2,3,4-tetrahydroquinazolin-7-yl)methyl)piperazin-1-yl)-N-methylpicolinamide